C(C=C)C1=C(C=CC=C1)NS(=O)(=O)C1=CC=C(C)C=C1 N-(2-allyl-phenyl)p-toluenesulfonamide